1-methoxy-2-propoxy-1,2-diphenylethane COC(C(C1=CC=CC=C1)OCCC)C1=CC=CC=C1